C(C)OC(C(=O)OCCOC1=C(C=CC=C1)C1=CC=CC=C1)=C o-phenylphenoxyethyl ethoxyacrylate